N-(2-aminoethyl)morpholine hydrochloride Cl.NCCN1CCOCC1